ClC=1C(=NC(=NC1)NC1=CC=C(C=C1)N1CCOCC1)OCC1CCC(CC1)NC 5-chloro-4-(((1R,4R)-4-(methylamino)cyclohexyl)methoxy)-N-(4-morpholinophenyl)pyrimidin-2-amine